2,2',2''-[10-(2-hydroxypropyl)-1,4,7,10-tetraazacyclododecane-1,4,7-triyl]triacetate calcium [Ca+2].OC(CN1CCN(CCN(CCN(CC1)CC(=O)[O-])CC(=O)[O-])CC(=O)[O-])C.OC(CN1CCN(CCN(CCN(CC1)CC(=O)[O-])CC(=O)[O-])CC(=O)[O-])C.[Ca+2].[Ca+2]